3-chloro-7-(2-((3aS,4R,6aR)-2,2-dimethyl-4-(7H-pyrrolo[2,3-d]pyrimidin-7-yl)-3a,6a-dihydro-4H-cyclopenta[d][1,3]dioxol-6-yl)ethyl)-5-fluoroquinolin-2-amine ClC=1C(=NC2=CC(=CC(=C2C1)F)CCC1=C[C@H]([C@H]2[C@@H]1OC(O2)(C)C)N2C=CC1=C2N=CN=C1)N